CC1=CC=C(C=C1)S(=O)(=O)OC(F)(F)F trifluoromethyl p-Toluenesulfonate